CC1(O[C@H]2[C@@H](O1)O[C@@H](C2)[C@@H](CC#C)O)C (R)-1-((3aR,5S,6aR)-2,2-Dimethyltetrahydrofuro[2,3-d][1,3]dioxol-5-yl)but-3-yn-1-ol